CC(C(C(=O)O)SC)C 3-METHYL-2-(METHYLSULFANYL)BUTANOIC ACID